C1(CC1)CN1C(=CC2=CC=CC(=C12)\C=C\C)C=O (E)-1-(cyclopropylmethyl)-7-(prop-1-en-1-yl)-1H-indole-2-carbaldehyde